ClC=1N=C(C2=C(N1)C(=C(N=C2)Cl)F)N2CC1(CC(C1)O)CCC2 6-(2,7-dichloro-8-fluoro-pyrido[4,3-d]pyrimidin-4-yl)-6-azaspiro[3.5]nonan-2-ol